ClC(C[SiH2]C[SiH2]CC(Cl)Cl)Cl bis(dichloroethylsilyl)methane